tert-butyl (2R,4R)-4-((4-acetyl-6-chloro-3-fluoropyridin-2-yl) methyl)-2-methylpiperidine-4-carboxylate C(C)(=O)C1=C(C(=NC(=C1)Cl)C[C@@]1(C[C@H](NCC1)C)C(=O)OC(C)(C)C)F